(4R,12aS)-9-{[(2,4-difluorophenyl)methyl]carbamoyl}-4-methyl-6,8-dioxo-3,4,6,8,12,12a-hexahydro-2H-pyrido[1',2':4,5]pyrazino[2,1-b][1,3]oxazin-7-olate FC1=C(C=CC(=C1)F)CNC(=O)C=1C(C(=C2N(C[C@@H]3OCC[C@H](N3C2=O)C)C1)[O-])=O